7-(4-ethoxyphenyl)-2-((tetrahydro-2H-pyran-2-yl)methoxy)quinolin-4-ol C(C)OC1=CC=C(C=C1)C1=CC=C2C(=CC(=NC2=C1)OCC1OCCCC1)O